C(C(O)CO)OC(CCCCCCCCCCCCCCCCCCCCC)=O.C(CCCCCCCCCCCCCCCCCCC(=O)O)(=O)O eicosanedioic acid glyceryl-docosanoate